1,5-bis-(4-isopropylphenyl)-3-(4-isopropylstyryl)-pyrazoline C(C)(C)C1=CC=C(C=C1)N1NC(=CC1C1=CC=C(C=C1)C(C)C)C=CC1=CC=C(C=C1)C(C)C